CC1(OB(OC1(C)C)C1=CSC2=CN=CC=C21)C 3-(4,4,5,5-tetramethyl-1,3,2-dioxaborolan-2-yl)thieno[2,3-c]pyridine